C(C)(C)NS(=O)(=O)C1=CC=C(C=C1)NC([C@H](C)N1CCNCC1)=O (S)-N-(4-(N-isopropylsulfamoyl)phenyl)-2-(piperazin-1-yl)propanamide